NC1=C2C(=NC=N1)N(N=C2C2=CC(=CC=C2)O)CC2=NC1=CC=CC(=C1C(N2CC2=C(C=CC=C2)Cl)=O)C#CCCCC(=O)N2CCOCC2 2-((4-Amino-3-(3-hydroxyphenyl)-1H-pyrazolo[3,4-d]pyrimidin-1-yl)methyl)-3-(2-chlorobenzyl)-5-(6-morpholino-6-oxohex-1-yn-1-yl)quinazolin-4(3H)-one